C1(CC1)C([C@@H](C(=O)NC1=NC(=C(C=C1)C=1C(=[N+](C=C(C1)C)[O-])C)F)NC(=O)C=1N(N=CC1)C)C1CC1 N-[(1S)-1-(dicyclopropylmethyl)-2-[[5-(2,5-dimethyl-1-oxido-pyridin-1-ium-3-yl)-6-fluoro-2-pyridyl]amino]-2-oxo-ethyl]-2-methyl-pyrazole-3-carboxamide